N-(4-dihydroxyboryl-3-fluorobenzoyl)glycine OB(C1=C(C=C(C(=O)NCC(=O)O)C=C1)F)O